3-(4-bromophenyl)-2-(3,4,5-tris(benzyloxy)phenyl)-2,5-dihydrofuran-2-carboxylic acid BrC1=CC=C(C=C1)C=1C(OCC1)(C(=O)O)C1=CC(=C(C(=C1)OCC1=CC=CC=C1)OCC1=CC=CC=C1)OCC1=CC=CC=C1